N[C@H](C#N)CC1=C(C=C(C=C1)C=1C=NN(C1)CC)F (S)-2-amino-3-(4-(1-ethyl-1H-pyrazol-4-yl)-2-fluorophenyl)propionitrile